N'-(1-phenylethyl)-N-sec-butyl-carbodiimide C1(=CC=CC=C1)C(C)N=C=NC(C)CC